3,6-Di(Trimethylsilylethynyl)-9-Fluorenylmethanol C[Si](C)(C)C#CC=1C=CC=2C(C3=CC=C(C=C3C2C1)C#C[Si](C)(C)C)CO